C(C)C(C(=O)O)=CCC ethyl-pentenoic acid